C(C)(C)(C)OC(CO[C@H]1CN(CCC1)CC1=CC=CC=C1)=O (R)-2-((1-Benzylpiperidin-3-yl)oxy)acetic acid tert-butyl ester